C(=O)O.N1C(=NC2=C1C=CC=C2)CNC2=NC(=NN1C2=NC=C1C(F)(F)F)N1C[C@H](N[C@H](C1)C)C |o1:29,31| N-[(1H-benzimidazol-2-yl)methyl]-2-[rel-(3R,5S)-3,5-dimethylpiperazin-1-yl]-7-(trifluoromethyl)imidazo[2,1-f][1,2,4]triazin-4-amine formate